2-(2,6-Dioxopiperidin-3-yl)-4-((6-(4-(6-(6-((R)-2-(3-fluorophenyl)pyrrolidin-1-yl)imidazo[1,2-b]pyridazin-3-yl)pyridin-2-yl)piperazin-1-yl)-6-oxohexyl)amino)isoindoline-1,3-dione O=C1NC(CCC1N1C(C2=CC=CC(=C2C1=O)NCCCCCC(=O)N1CCN(CC1)C1=NC(=CC=C1)C1=CN=C2N1N=C(C=C2)N2[C@H](CCC2)C2=CC(=CC=C2)F)=O)=O